ClC=1C=CC(=C(C(=O)NC2=C(C=C(C=C2)F)F)C1)O 5-chloro-N-(2,4-difluorophenyl)-2-hydroxybenzamide